(2S,4R)-N-(2-((6-chlorohexyl)oxy)-4-(4-methylthiazol-5-yl)benzyl)-1-((S)-2-(1-fluorocyclopropane-1-carboxamido)-3,3-dimethylbutanoyl)-4-hydroxypyrrolidine-2-carboxamide ClCCCCCCOC1=C(CNC(=O)[C@H]2N(C[C@@H](C2)O)C([C@H](C(C)(C)C)NC(=O)C2(CC2)F)=O)C=CC(=C1)C1=C(N=CS1)C